N1(CCCCCC1)CCCNC(=S)NC=1C=C2C(=CC(=NC2=CC1)N1CCN(CC1)CC)C 1-(3-(azepan-1-yl)propyl)-3-(2-(4-ethylpiperazin-1-yl)-4-methylquinolin-6-yl)thiourea